FC(S(=O)(=O)O)(F)F.[Bi] bismuth trifluoromethanesulfonic acid